2-((3-(2-(methylsulfonyl)-4-((3-(trifluoromethyl)pyridin-2-yl)oxy)phenyl)-1,2,4-oxadiazol-5-yl)methyl)acrylic acid CS(=O)(=O)C1=C(C=CC(=C1)OC1=NC=CC=C1C(F)(F)F)C1=NOC(=N1)CC(C(=O)O)=C